[Na+].[Na+].OCCN(CC(=O)[O-])CC(=O)[O-] 2-hydroxyethyliminodiacetic acid, disodium salt